3-[(Z)-[4-amino-8-(cis-4-aminocyclohexyloxy)spiro[benzo[h]quinazolin-5,1'-cyclopentane]-6-ylidene]amino]oxypropionitrile NC1=NC=NC=2C3=C(\C(\C4(CCCC4)C12)=N/OCCC#N)C=C(C=C3)O[C@@H]3CC[C@@H](CC3)N